(Z,Z,Z)-3,6,9-Pentacosatriene CC\C=C/C\C=C/C\C=C/CCCCCCCCCCCCCCC